thiotaurate NCCS(=S)(=O)[O-]